ClC=1C=C(C=C(C1OCCCl)C#N)C(C)(C)C1=CC=C(C=C1)C=1C=C2C(=NC(=NC2=CC1)NS(=O)(=O)C)NCCOCC(OC)OC N-[6-[4-[1-[3-chloro-4-(2-chloroethoxy)-5-cyano-phenyl]-1-methyl-ethyl]phenyl]-4-[2-(2,2-dimethoxyethoxy)ethylamino]quinazolin-2-yl]methanesulfonamide